FC1=C(C=CC(=C1)N1N=C(C=C1C)C(F)(F)F)CN (2-fluoro-4-(5-methyl-3-(trifluoromethyl)-1H-pyrazol-1-yl)phenyl)methylamine